N-(4-methyl-2-oxo-2H-chromen-7-yl)-5-pentylpicolinamide CC1=CC(OC2=CC(=CC=C12)NC(C1=NC=C(C=C1)CCCCC)=O)=O